2'-chloro-6'-methyl-1-(2,2,2-trifluoroethyl)-6',7'-dihydrospiro[piperidine-4,5'-pyrrolo[3,4-b]pyridine] ClC1=CC=C2C(=N1)CN(C21CCN(CC1)CC(F)(F)F)C